3-cyclopropyl-8-fluoro-7-(hydroxymethyl)-1H-quinolin-2-one C1(CC1)C=1C(NC2=C(C(=CC=C2C1)CO)F)=O